1-methyl-4-[[3-[(2R,5S)-5-methyl-2-piperidyl]phenoxy]methyl]piperidine CN1CCC(CC1)COC1=CC(=CC=C1)[C@@H]1NC[C@H](CC1)C